[Li+].[CH-]1C2=CC=CC=C2C3=CC=CC=C31 fluorenyl-lithium